FC(C1=CC=CC(=N1)NC(=O)C=1N=C(C=2N(C1)C=C(N2)C21COC(CC2)(C1)C)OCC)F N-(6-(difluoromethyl)pyridin-2-yl)-8-ethoxy-2-(1-methyl-2-oxabicyclo[2.2.1]heptan-4-yl)imidazo[1,2-a]pyrazine-6-carboxamide